tert-butyl (2S,3S,4S)-4-[(tert-butoxycarbonyl)oxy]-3-({[(3-fluorophenyl)methyl]carbamoyl}oxy)-2-{[4-(1,3-oxazol-5-yl)phenyl]methyl}pyrrolidine-1-carboxylate C(C)(C)(C)OC(=O)O[C@@H]1[C@H]([C@@H](N(C1)C(=O)OC(C)(C)C)CC1=CC=C(C=C1)C1=CN=CO1)OC(NCC1=CC(=CC=C1)F)=O